ClC1=C(C=NN1C)[C@@H]1[C@H](C(N(C1)C)=O)C(=O)NC1=C(C(=C(C=C1)F)F)F (3S,4S)-4-(5-chloro-1-methyl-pyrazol-4-yl)-1-methyl-2-oxo-N-(2,3,4-trifluorophenyl)pyrrolidine-3-carboxamide